C(C)(C)(C)C1=CC=C(C=C1)/C(=C/C(=O)C1=CC=CC=C1)/SCC (Z)-3-(4-(tert-butyl)phenyl)-3-(ethylthio)-1-phenylprop-2-en-1-one